FC(C1=CC=C(C=C1)C=1C=2N(C=C(N1)CNC(C=C)=O)N=CN2)(F)F N-((8-(4-(trifluoromethyl)phenyl)-[1,2,4]triazolo[1,5-a]pyrazin-6-yl)methyl)acrylamide